CN([C@@H]1C(C(=C([C@]2(C(C3=C(C4=C(C=CC=C4[C@@H]([C@H]3[C@@H]([C@@H]12)O)C)O)O)=O)O)O)C(=O)N)=O)C (4S,4aR,5S,5aR,6R,12aR)-4-(dimethylamino)-1,5,10,11,12a-pentahydroxy-6-methyl-3,12-dioxo-4a,5,5a,6-tetrahydro-4H-tetracene-2-carboxamide